C(\C=C(/C)\CCC=C(C)C)C=1C=C(C=CC1O)[O-] 3-geranyl-4-hydroxyphenolate